CNC1=NC=C(C=C1NC(=O)C1=NC=C(C=C1SCC)C(C(F)(F)F)(F)F)C(C(F)(F)F)(F)F 3-ethylsulfanyl-5-pentafluoroethylpyridine-2-carboxylic acid (2-methylamino-5-pentafluoroethylpyridin-3-yl) amide